N-(2-chloro-3'-(5-(dimethoxymethyl)picolinamido)-2'-methyl-[1,1'-biphenyl]-3-yl)-5-formylpicolinamide ClC1=C(C=CC=C1NC(C1=NC=C(C=C1)C=O)=O)C1=C(C(=CC=C1)NC(C1=NC=C(C=C1)C(OC)OC)=O)C